CO[Si](CCCCCCCCO)(C)C 8-(methoxydimethylsilyl)-1-octanol